tert-butyl 4-{4-[(4-{1-[(tert-butoxy)carbonyl]-1,2,3,6-tetrahydropyridin-4-yl}-3-fluorophenyl)carbamoyl]-3-fluoro-5-methyl phenyl}-1,2,3,6-tetrahydropyridine-1-carboxylate C(C)(C)(C)OC(=O)N1CCC(=CC1)C1=C(C=C(C=C1)NC(=O)C1=C(C=C(C=C1C)C=1CCN(CC1)C(=O)OC(C)(C)C)F)F